CC1=CC(=NC=C1OC1=CC(=C2C(=N1)N(C=N2)C)NC=2N=NC(=CC2)N2C[C@@H](OCC2)C(C)C)C#N 4-methyl-5-[3-methyl-7-[[6-[(2S)-2-propan-2-ylmorpholin-4-yl]pyridazin-3-yl]amino]imidazo[4,5-b]pyridin-5-yl]oxypyridine-2-carbonitrile